Dimethyl 2-(1-(2-cyclobutyl-1H-pyrrol-1-yl)cyclopentane-1-carbonyl)malonate C1(CCC1)C=1N(C=CC1)C1(CCCC1)C(=O)C(C(=O)OC)C(=O)OC